3-fluoro-benzenesulfonamide FC=1C=C(C=CC1)S(=O)(=O)N